C(C)(C)(C)OC(NCC1(CCC1)CO)=O ((1-(hydroxymethyl)cyclobutyl)methyl)carbamic acid tert-butyl ester